penta(methyl)propane CC(C(C)(C)C)(C)C